C(#N)C1=C(C=CC=C1)C1=C([N+](=CC=C1)[O-])C1=CN(C(C=C1)=O)C1=CC=CC=C1 (2-cyanophenyl)-6'-oxo-1'-phenyl-1',6'-dihydro-[2,3'-bipyridyl] 1-oxide